FC=1C(=NC(=NC1)NC=1C(=NN(C1)C)OC)C1=CNC2=C(C=CC=C12)NC(=O)[C@@H]1N(CCC1)[C@@H]1CNCC1 (2R,3'S)-N-(3-(5-fluoro-2-((3-methoxy-1-meth-yl-1H-pyrazol-4-yl)amino)pyrimidin-4-yl)-1H-indol-7-yl)-[1,3'-bipyrrolidine]-2-carboxamide